ethyl (S)-3-(4-(5-(5-((4-(2,2-difluoroethyl)-6,7-difluoro-1H-indol-5-yl)oxy)-2-fluorophenyl)-1-methyl-1H-1,2,4-triazol-3-yl)-4-methylchroman-8-yl)propanoate FC(CC1=C2C=CNC2=C(C(=C1OC=1C=CC(=C(C1)C1=NC(=NN1C)[C@]1(CCOC2=C(C=CC=C12)CCC(=O)OCC)C)F)F)F)F